ethyl 3-(4-(bromomethyl)benzyl)isoxazole-5-carboxylate BrCC1=CC=C(CC2=NOC(=C2)C(=O)OCC)C=C1